tert-butyl (2S,4S)-2-((4-((2-chloro-5-fluoro-4-(N-(thiazol-2-yl)sulfamoyl)phenyl)amino)butyl)carbamoyl)-4-(trifluoromethyl)pyrrolidine-1-carboxylate ClC1=C(C=C(C(=C1)S(NC=1SC=CN1)(=O)=O)F)NCCCCNC(=O)[C@H]1N(C[C@H](C1)C(F)(F)F)C(=O)OC(C)(C)C